COC=1C=C(OC2=C(C(=C(C(=C2[2H])[2H])[2H])[2H])NC(=O)CNC(=O)C2=CC=CC3=CC=CC=C23)C=CC1 naphthalene-1-carboxylic acid {[2-(3-methoxyphenoxy)-phenyl-3,4,5,6-d4-carbamoyl]-methyl}-amide